NC=1C=C(C=CC1)N1CCC2(C1=NC1=CC=C(C=C1C2=O)C)O 1-(3-Aminophenyl)-3a-hydroxy-6-methyl-3,3a-dihydro-1H-pyrrolo[2,3-b]quinolin-4(2H)-on